5-(benzyloxy)-2-(3,5-dimethyl-4-(oxetan-3-yl)piperazin-1-yl)pyrimidine C(C1=CC=CC=C1)OC=1C=NC(=NC1)N1CC(N(C(C1)C)C1COC1)C